(2S,4R)-1-(2-(3-acetyl-5-(4-(methyl-sulfonyl)piperazin-1-yl)-1H-indol-1-yl)acetyl)-N-(2'-chloro-2-fluorobiphenyl-3-yl)-4-fluoropyrrolidine-2-carboxamide C(C)(=O)C1=CN(C2=CC=C(C=C12)N1CCN(CC1)S(=O)(=O)C)CC(=O)N1[C@@H](C[C@H](C1)F)C(=O)NC=1C(=C(C=CC1)C1=C(C=CC=C1)Cl)F